OC1=C(C=C(C=C1OC)\C=C\C1=CC=C(C=C1)OC)/C=C/C(=O)C1=CC=CC=C1 (E)-3-(2-hydroxy-3-methoxy-5-((E)-4-methoxystyryl)phenyl)-1-phenylprop-2-en-1-one